2,6-dimethyl-9,10-bis(isobutyryloxy)anthracene CC1=CC2=C(C3=CC=C(C=C3C(=C2C=C1)OC(C(C)C)=O)C)OC(C(C)C)=O